CCC(CCCCC)OC(CCCCCCCCN(CCCCCCCCC(=O)OC(CC)CCCCC)CCCNC(=O)OC(C)(C)C)=O.COC=1C=CC(N(C1)C1(CC1)C)SC 5-methoxy-N-(1-methylcyclopropyl)-2-(methylthio)pyridine di(octan-3-yl)9,9'-((3-((tert-butoxycarbonyl)amino)propyl)azanediyl)dinonanoate